C(CCCCCCCCC)(=O)OC(CSC1CCCCC1)CCCCC1(OCC(O1)CCO)CCCCC(CSC1CCCCC1)OC(CCCCCCCCC)=O (4-(2-Hydroxyethyl)-1,3-dioxolane-2,2-diyl)bis(1-(cyclohexylthio)hexane-6,2-diyl) bis-(decanoate)